5-tert-butyl-N-[2-{2-[5-methyl-1-(oxan-4-yl)-1H-pyrazol-4-yl]-1H-imidazo[4,5-b]pyridin-7-yl}-6,7,8,9-tetrahydro-5H-benzo[7]annulen-5-yl]-1,3,4-oxadiazole-2-carboxamide C(C)(C)(C)C1=NN=C(O1)C(=O)NC1CCCCC2=C1C=CC(=C2)C2=C1C(=NC=C2)N=C(N1)C=1C=NN(C1C)C1CCOCC1